4-[2-(4-Fluorophenyl)-4-oxo-1,3-thiazolidin-3-yl]-3-methyl-N-[3-(4-morpholinyl)propyl]benzamide FC1=CC=C(C=C1)C1SCC(N1C1=C(C=C(C(=O)NCCCN2CCOCC2)C=C1)C)=O